C(C)(C)C1OC2=C(NC1=O)C=C(C=C2C=2C1=C(C(N(C2)C)=O)NC=C1)CNS(=O)(=O)CC N-{[2-isopropyl-8-(6-methyl-7-oxo-6,7-dihydro-1H-pyrrolo[2,3-c]pyridin-4-yl)-3-oxo-3,4-dihydro-2H-1,4-benzoxazin-6-yl]methyl}ethanesulfonamide